[Na+].OC1(C(=O)NC(C1)=O)S(=O)(=O)[O-] hydroxyl-sulfo-succinimide sodium salt